C(=C)C1=CC=C(C=C1)OB(O)O p-vinyl-phenyl-boric acid